racemic-(4-fluorophenyl)(4-(5-methyl-1H-pyrazol-3-ylamino)quinazolin-2-yl)methanol FC1=CC=C(C=C1)[C@@H](O)C1=NC2=CC=CC=C2C(=N1)NC1=NNC(=C1)C |r|